t-butylantimony C(C)(C)(C)[Sb]